BrC=1C=C(C=CC1)[C@H]1C[C@H](N(S(N1)(=O)=O)C)C(=O)NC1=CC(=C(C=C1)F)Cl (3S,5R)-5-(3-bromophenyl)-N-(3-chloro-4-fluorophenyl)-2-methyl-1,2,6-thiadiazinane-3-carboxamide 1,1-dioxide